C(=C)C(C(C(C(C=C)(F)F)(F)F)(F)F)(F)F 1,4-divinyloctafluorobutane